OCC(C(O)C)CO 2-(hydroxymethyl)-1-methylpropane-1,3-diol